3,3'-pentamethylenebis[1-(4-vinylbenzyl)-1H-1,2,4-triazole] C(=C)C1=CC=C(CN2N=C(N=C2)CCCCCC2=NN(C=N2)CC2=CC=C(C=C2)C=C)C=C1